2-(4-methyl-1H-imidazol-1-yl)-7-(piperazin-1-yl)-4H-pyrido[1,2-a]pyrimidin-4-one CC=1N=CN(C1)C=1N=C2N(C(C1)=O)C=C(C=C2)N2CCNCC2